CC(=O)C1=CC=CC2=CC=CC=C21 METHYL NAPHTHYL KETONE